ClC=1C=C(C=CC1Cl)NC(=O)N1C2CCC1C(C=1N=CN=CC12)F trans-(±)-N-(3,4-Dichlorophenyl)-9-fluoro-6,7,8,9-tetrahydro-5H-5,8-epiminocyclohepta-[d]pyrimidine-10-carboxamide